m-hydroxybenzyl chloride OC=1C=C(CCl)C=CC1